C(C(C)C)N1CCN(C2=CC=CC=C12)C(C(C)N1CCN(CC1)C)=O 1-(4-isobutyl-3,4-dihydroquinoxaline-1(2H)-yl)-2-(4-methylpiperazin-1-yl)propan-1-one